C(C)(C)C1=CC(=NN1C1OCCCC1)[Sn](C)(C)C (5-isopropyl-1-tetrahydropyran-2-yl-pyrazol-3-yl)-trimethyl-stannane